tert-butyl (3R)-3-[[2-fluoro-4-(2-methyl-5-nitro-1H-imidazol-4-yl)benzoyl]-(8-methyl-1-isoquinolyl)amino]piperidine-1-carboxylate FC1=C(C(=O)N([C@H]2CN(CCC2)C(=O)OC(C)(C)C)C2=NC=CC3=CC=CC(=C23)C)C=CC(=C1)C=1N=C(NC1[N+](=O)[O-])C